ClC1=NC=C(C(=N1)C1=CC2=C(N(C(=N2)C)C(C)C)S1)F (2-chloro-5-fluoropyrimidin-4-yl)-3-isopropyl-2-methyl-3H-thieno[2,3-d]imidazole